3-(nitromethyl)-2-({[(CIS)-4-phenylcyclohexyl] oxy}methyl)piperidine-1-carboxylate [N+](=O)([O-])CC1C(N(CCC1)C(=O)[O-])CO[C@@H]1CC[C@@H](CC1)C1=CC=CC=C1